6'H-spiro[1,3-dioxolane-2,5'-[1,2,4]triazolo[4,3-a][1]benzazepine] C1N=NC=2N1C1=C(CC3(C2)OCCO3)C=CC=C1